NCC1=C2C=3C(=C4C(=NC3C=C1F)C1=CC3=C(C(N1C4)=O)COC(C3(O)CC)=O)CCC2 4-(aminomethyl)-9-ethyl-5-fluoro-9-hydroxy-1,2,3,9,12,15-hexahydro-10H,13H-benzo[de]pyrano[3',4':6,7]indolizino[1,2-b]quinoline-10,13-dione